diethyl dithiophosphite P(SCC)(SCC)[O-]